C(#N)C1=NN(C(=C1)C)C1=C(C=CC(=N1)N1C=NC2=C1C=CC(=C2)C#N)C(C)O 1-[6-(3-Cyano-5-methyl-pyrazol-1-yl)-5-(1-hydroxyethyl)-2-pyridyl]benzimidazole-5-carbonitrile